3-(phenylethynyl)-4-(4-(trifluoromethyl)phenyl)-1H-pyrrole-2,5-dione C1(=CC=CC=C1)C#CC=1C(NC(C1C1=CC=C(C=C1)C(F)(F)F)=O)=O